4-(2-((4-nitrobenzyl)oxy)ethyl)morpholine Methyl-3-[8-[(1R)-1-[[6-chloro-2-(methylsulfonylcarbamoyl)-3-pyridyl]amino]ethyl]-3,6-dimethyl-4-oxo-chromen-2-yl]benzoate COC(C1=CC(=CC=C1)C=1OC2=C(C=C(C=C2C(C1C)=O)C)[C@@H](C)NC=1C(=NC(=CC1)Cl)C(NS(=O)(=O)C)=O)=O.[N+](=O)([O-])C1=CC=C(COCCN2CCOCC2)C=C1